COC1=C(CC(N)C)C=C2C(=C1)OCO2 2-methoxy-4,5-methylenedioxyamphetamine